N(C1=CC=CC=C1)C1=C(NC2=C1C(N(C=C2)C)=O)C2=CC(=NC=C2)NC(C(CC(F)F)C2=CC=C(C=C2)F)=O N-[4-(3-anilino-5-methyl-4-oxo-4,5-dihydro-1H-pyrrolo[3,2-c]pyridin-2-yl)pyridin-2-yl]-4,4-difluoro-2-(4-fluorophenyl)butanamide